N-(2-carbamoyl-4-chloro-6-methyl-phenyl)-5-[(6-chlorobenzotriazol-1-yl)methyl]-2-(3-chloro-2-pyridyl)pyrazole-3-carboxamide C(N)(=O)C1=C(C(=CC(=C1)Cl)C)NC(=O)C=1N(N=C(C1)CN1N=NC2=C1C=C(C=C2)Cl)C2=NC=CC=C2Cl